C(C)(C)(C)OC(=O)N1CCC(CC1)OC=1C=C2C(=NC=NC2=CC1OC)NC1=CC(=C(C=C1)F)C#C 4-((4-((3-ethynyl-4-fluorophenyl)amino)-7-methoxyquinazolin-6-yl)oxy)piperidine-1-carboxylic acid tert-butyl ester